ClC=1SC(=NN1)C1=CC=C(C=C1)C(F)(F)F 2-Chloro-5-(4-(trifluoromethyl)phenyl)-1,3,4-thiadiazole